NC=1C=C(C=CC1)[Si](CC)(CC)C1=CC(=CC=C1)N bis(3-aminophenyl)diethylsilane